FC1=C(C(=CC=C1)F)C1=NC=2C=CNC(C2C(=C1)NC1=NC=C(C=C1)S(=O)(=O)C)=O 2-(2,6-difluoro-phenyl)-4-[(5-methyl-sulfonyl-2-pyridyl)amino]-6H-1,6-naphthyridin-5-one